1-(3-(difluoromethoxy)phenyl)-3,3-dimethyl-N-(3-methyl-1-(methylsulfonyl)piperidin-3-yl)-2-oxoindoline-5-carboxamide FC(OC=1C=C(C=CC1)N1C(C(C2=CC(=CC=C12)C(=O)NC1(CN(CCC1)S(=O)(=O)C)C)(C)C)=O)F